2-((6-chloro-3,5-dicyano-4-ethoxypyridin-2-yl)thio)-2-phenylacetamide ClC1=C(C(=C(C(=N1)SC(C(=O)N)C1=CC=CC=C1)C#N)OCC)C#N